ClC=1C(=NC(=C(C1)F)C1=CC(=C(C=C1)C(F)(F)F)OC)C(=O)OC Methyl 3-chloro-5-fluoro-6-(3-methoxy-4-(trifluoromethyl) phenyl)picolinate